2-(5-hydroxy-1H-indol-1-yl)acetic acid ethyl ester C(C)OC(CN1C=CC2=CC(=CC=C12)O)=O